C(C)NC1=C(C=C(C=C1C)C)C N-ethyl-2,4,6-trimethylaniline